NC1=C(C(=O)O)C=C(C(=C1F)Br)I 2-amino-4-bromo-3-fluoro-5-iodo-benzoic acid